(3R,4S)-1-(4-((8-((2R,3S)-3-(((R)-(cyclopropylmethyl)sulfinyl)methyl)-2-methyl-Azetidin-1-yl)-5-isopropylisoquinolin-3-yl)amino)pyrimidin-2-yl)-3-fluoro-3-methylpiperidin-4-ol C1(CC1)C[S@@](=O)C[C@@H]1[C@H](N(C1)C=1C=CC(=C2C=C(N=CC12)NC1=NC(=NC=C1)N1C[C@@]([C@H](CC1)O)(C)F)C(C)C)C